2-Amino-9-((2R,3S,4S,5R)-4-fluoro-3-hydroxy-5-(hydroxymethyl)tetrahydrofuran-2-yl)-7-((1-methyl-1H-pyrazol-3-yl)methyl)-7,9-dihydro-1H-purin-6,8-dion NC=1NC(C=2N(C(N(C2N1)[C@@H]1O[C@@H]([C@H]([C@H]1O)F)CO)=O)CC1=NN(C=C1)C)=O